4-(6-chloropyridine-2-yl)piperazine-1-carboxylic acid tert-butyl ester C(C)(C)(C)OC(=O)N1CCN(CC1)C1=NC(=CC=C1)Cl